CC1=CC=C(C=C1)C=1C(=CC=CC1)C#N 4'-Methyl-2-biphenylcarbonitrile